6-fluoro-2-({[(prop-2-en-1-yl)oxy]carbonyl}amino)-3-propoxybicyclo[3.1.0]hexane-2,6-dicarboxylic acid FC1(C2CC(C(C12)(C(=O)O)NC(=O)OCC=C)OCCC)C(=O)O